2-(3-chloro-5-(methoxymethoxy)-2-(cis-2-methylcyclopropyl)phenyl)-4,4,5,5-tetramethyl-1,3,2-dioxaborolane ClC=1C(=C(C=C(C1)OCOC)B1OC(C(O1)(C)C)(C)C)[C@H]1[C@H](C1)C